5-isobutyl-2,5,8-triaza-dispiro[3.1.36.24]undecane-1,7-dione C(C(C)C)N1C2(CNC2=O)CCC12C(NC2)=O